(R)-(3-aminopiperidin-1-yl)(2-(1-(cyclopropylmethyl)-6-fluoro-1H-indol-2-yl)-5,6-dihydro-4H-imidazo[1,5,4-de]quinoxalin-8-yl)methanone N[C@H]1CN(CCC1)C(=O)C=1C=C2C=3N(CCNC3C1)C(=N2)C=2N(C1=CC(=CC=C1C2)F)CC2CC2